ethyl-N-[(3S)-pyrrolidin-3-yl]carbamate C(C)OC(N[C@@H]1CNCC1)=O